COC=1C=C(C=CC1OC)C=1NC2=CC=C(C=C2C1C(C)C)C1CCN(CC1)C(CN1C[C@H](CCC1)C(=O)O)=O (S)-1-(2-(4-(2-(3,4-dimethoxyphenyl)-3-isopropyl-1H-indol-5-yl)piperidin-1-yl)-2-oxoethyl)piperidine-3-carboxylic acid